BrC=1C(=C(C=CC1)C(=O)C1=CC=NC=C1)F (3-bromo-2-fluorophenyl)(pyridin-4-yl)methanone